C(C)(C)(C)OC(=O)N1C[C@@H](N(CC1)C1=C(C=CC(=C1)C#N)OCC1=CC=C(C=C1)OC)C.C(C1=CC=CC=C1)SC=1C(=NC=C(C1)C(F)(F)F)OCCO[Si](C)(C)C(C)(C)C 3-(benzylthio)-2-(2-((tert-butyldimethylsilyl)oxy)ethoxy)-5-(trifluoromethyl)pyridine tert-butyl-(S)-4-(5-cyano-2-((4-methoxybenzyl)oxy)phenyl)-3-methylpiperazine-1-carboxylate